CN(CCN1CCN(CC1)C1=C(C=C(C(=C1)OC)NC1=NC=NC(=C1)N1OCC[C@@H]1C1=CC=CC=C1)NC(C=C)=O)C N-(2-(4-(2-(dimethylamino)-ethyl)piperazine-1-yl)-4-methoxy-5-((6-((R)-3-phenylisoxazolidine-2-yl)pyrimidine-4-yl)amino)phenyl)acrylamide